3-[1-(2-chloro-4-fluoro-benzyl)-3-dimethylaminomethyl-4-hydroxy-piperidin-4-yl]-benzamide ClC1=C(CN2CC(C(CC2)(O)C=2C=C(C(=O)N)C=CC2)CN(C)C)C=CC(=C1)F